(7-((4-((cyclobutylmethyl)amino)-5-(trifluoromethyl)-7H-pyrrolo[2,3-d]pyrimidin-2-yl)amino)-2,3-dihydrobenzo-furan-4-yl)(4-morpholinopiperidin-1-yl)methanone C1(CCC1)CNC=1C2=C(N=C(N1)NC1=CC=C(C=3CCOC31)C(=O)N3CCC(CC3)N3CCOCC3)NC=C2C(F)(F)F